(R)-6-(2-azaspiro[3.3]heptan-2-ylmethyl)-2-(3-(3-(fluoro(4-methyl-4H-1,2,4-triazol-3-yl)methyl)oxetan-3-yl)phenyl)-4-(trifluoromethyl)isoindolin-1-one C1N(CC12CCC2)CC2=CC(=C1CN(C(C1=C2)=O)C2=CC(=CC=C2)C2(COC2)[C@H](C2=NN=CN2C)F)C(F)(F)F